4-(((2-chloropyridin-3-yl)sulfonyl)methyl)piperidine-1-carboxylic acid tert-butyl ester C(C)(C)(C)OC(=O)N1CCC(CC1)CS(=O)(=O)C=1C(=NC=CC1)Cl